(E)-1-(4-amino-1,2,5-oxadiazol-3-yl)-N'-(2-fluorobenzylidene)-1H-1,2,3-triazole-4-carbohydrazide NC=1C(=NON1)N1N=NC(=C1)C(=O)N/N=C/C1=C(C=CC=C1)F